FC(C=1C=C(CN2C(C3=NN(C(=C3C2)C2=C3C=CNC3=C(C=C2)F)C2=C(C=CC=C2CC)CC)(C)C)C=C(C1)C(F)(F)F)(F)F 4-(5-(3,5-bis(trifluoromethyl)benzyl)-2-(2,6-diethylphenyl)-6,6-dimethyl-2,4,5,6-tetrahydropyrrolo[3,4-c]pyrazol-3-yl)-7-fluoro-1H-indole